CN1CCC(CC1)OC1=CC=C(C=N1)NC1=NC=NC2=CC=C(C=C12)C1=CNC2=NC=CC=C21 N-(6-((1-methylpiperidin-4-yl)oxy)pyridin-3-yl)-6-(1H-pyrrolo[2,3-b]pyridin-3-yl)quinazolin-4-amine